C(OC1=CC=2C(=C3C(=NC2C=C1)C1=CC2=C(C(N1C3)=O)[C@@H](OC(C2(O)CC)=O)C(C)(C)C)CC)([O-])=O (S)-tert-butyl(4,11-diethyl-4-hydroxy-3,14-dioxo-3,4,12,14-tetrahydro-1H-pyrano[3',4':6,7]indolizino[1,2-b]quinolin-9-yl) carbonate